2,2'-oxydiphenyl diisocyanate O(C1=C(C=CC=C1)N=C=O)C1=C(C=CC=C1)N=C=O